3-amino-6-(1-methyl-6-oxo-1,6-dihydropyridin-3-yl)-5-(oxazol-2-yl)-N-((3-(trifluoromethoxy)pyridin-2-yl)methyl)pyrazine-2-carboxamide NC=1C(=NC(=C(N1)C=1OC=CN1)C1=CN(C(C=C1)=O)C)C(=O)NCC1=NC=CC=C1OC(F)(F)F